[Zn].C(C1=CC=CC=C1)(=O)O benzoic acid zinc